1,1-dimethylsilanamine C[SiH](N)C